FC1C(C1)C(=O)NC=1SC2=C(N1)C=CC(=C2)C2=C(C=CC=C2)C l-2-fluoro-N-(6-(o-tolyl)benzo[d]thiazol-2-yl)cyclopropane-1-carboxamide